5-methyl-N-(thiazol-4-yl)benzenesulfonamide CC=1C=CC=C(C1)S(=O)(=O)NC=1N=CSC1